NC1CCN(CC1)C1=C(C=NC2=CC=C(C=C12)C1=C(C(=CC=C1)F)NC(=O)N1CCC1)C1=CC(=CC(=C1)OC)F N-{2-[4-(4-aminopiperidin-1-yl)-3-(3-fluoro-5-methoxyphenyl)quinolin-6-yl]-6-fluorophenyl}azetidine-1-carboxamide